trimethylene-bis(4-methyl-6-t-butylphenol) CC1=CC(=C(C(=C1)C(C)(C)C)O)CCCC1=C(C(=CC(=C1)C)C(C)(C)C)O